FC(C1=CC=C(C=C1)N1N=CC(=C1)C1=C(C=O)C=CC=C1)(F)F 2-(1-(4-(trifluoromethyl)phenyl)-1H-pyrazol-4-yl)benzaldehyde